N-[5-[4-[(2,2-dimethylcyclohexyl)carbamoyl]-3-fluorophenyl]-4-fluoro-2-[(3R,5S)-3,4,5-trimethylpiperazin-1-yl]phenyl]-6-oxo-4-(trifluoromethyl)-1H-pyridine-3-carboxamide CC1(C(CCCC1)NC(=O)C1=C(C=C(C=C1)C=1C(=CC(=C(C1)NC(=O)C1=CNC(C=C1C(F)(F)F)=O)N1C[C@H](N([C@H](C1)C)C)C)F)F)C